C(C)(C)(C)OC(=O)N1C[C@H](CCC1)CBr (S)-3-(bromomethyl)piperidine-1-carboxylic acid tert-butyl ester